pyridinylporphyrin tetrahexanoate C(CCCCC)(=O)O.C(CCCCC)(=O)O.C(CCCCC)(=O)O.C(CCCCC)(=O)O.N1=C(C=CC=C1)C1=C2NC(=C1)C=C1C=CC(=N1)C=C1C=CC(N1)=CC=1C=CC(N1)=C2